FC1=C(CC2=NC3=C(N2CCOC)C=C(C=C3)C(=O)O)C=CC=C1 2-fluorobenzyl-1-(2-methoxyethyl)-1H-benzo[d]Imidazole-6-carboxylic acid